[4-(2-cyclopropyl-1,3-thiazol-5-yl)phenyl](oxo)acetaldehyde C1(CC1)C=1SC(=CN1)C1=CC=C(C=C1)C(C=O)=O